3-(1-methylpyrazol-3-yl)-6-(7-methyl-[1,2,4]triazolo[4,3-b]pyridazin-6-yl)-7,8-dihydro-5H-1,6-naphthyridine CN1N=C(C=C1)C=1C=NC=2CCN(CC2C1)C=1C(=CC=2N(N1)C=NN2)C